FC1([C@@](C(N(C1)C)=O)(O)C1=CC(=NO1)C=1C=CC(=C(C1)B(O)O)F)F (R)-(5-(5-(4,4-Difluoro-3-hydroxy-1-methyl-2-oxopyrrolidin-3-yl)isoxazol-3-yl)-2-fluorophenyl)boronic acid